4-oxo-3,4-dihydropyrido[4,3-d]pyrimidine-8-carboxylic acid O=C1C2=C(N=CN1)C(=CN=C2)C(=O)O